C(#N)C=1C=NN(C1C1=C2C(=NC(=C1C#N)N1CC3(CN(C3)C(C=C)=O)CC1)C(OC2)(C)C)C (P)-4-(4-cyano-1-methyl-1H-pyrazol-5-yl)-7,7-dimethyl-2-(2-(2-propenoyl)-2,6-diazaspiro[3.4]octan-6-yl)-5,7-dihydrofuro[3,4-b]pyridine-3-carbonitrile